Benzyl(2-(N-(4-(((2S*,4R*)-2-methyl-1-propionyl-1,2,3,4-tetrahydroquinolin-4-yl)amino)cyclohexyl)sulfamoyl)ethyl)carbamate C(C1=CC=CC=C1)OC(NCCS(NC1CCC(CC1)N[C@@H]1C[C@@H](N(C2=CC=CC=C12)C(CC)=O)C)(=O)=O)=O |o1:21,23|